2-(4,4-difluoropiperidin-1-yl)-5-(piperidin-1-yl)-N-(2-sulfamoylpyridin-4-yl)nicotinamide FC1(CCN(CC1)C1=C(C(=O)NC2=CC(=NC=C2)S(N)(=O)=O)C=C(C=N1)N1CCCCC1)F